3-[4-bromo-3-[1-[tert-butyl(dimethyl)silyl]oxy-1-methyl-ethyl]anilino]-1-(trans-4-cyanotetrahydropyran-3-yl)pyrazole-4-carboxamide BrC1=C(C=C(NC2=NN(C=C2C(=O)N)[C@@H]2COCC[C@H]2C#N)C=C1)C(C)(C)O[Si](C)(C)C(C)(C)C